oxetan-3-yl 3-{[(2E)-3-(benzenesulfonyl)prop-2-en-1-yl]carbamoyl}-2-oxo-1,2,5,6,7,8-hexahydro-1,6-naphthyridine-6-carboxylate C1(=CC=CC=C1)S(=O)(=O)/C=C/CNC(=O)C=1C(NC=2CCN(CC2C1)C(=O)OC1COC1)=O